2-(7-(3,4-dichlorophenyl)-1H-indol-2-yl)-1,3,4-oxadiazole ClC=1C=C(C=CC1Cl)C=1C=CC=C2C=C(NC12)C=1OC=NN1